C(CCC)OC(=O)C1=CC=2C(=C(N=CC2Br)OC)N1S(=O)(=O)C1=CC=C(C)C=C1 4-bromo-7-methoxy-1-p-toluenesulfonyl-1H-pyrrolo[2,3-c]pyridine-2-carboxylic acid n-butyl ester